C12NCCN(CC2C1)C(=O)OCC1=CC=CC=C1 benzyl 2,5-diazabicyclo[5.1.0]octane-5-carboxylate